C(N)(=O)C=1C=C(C=NC1)OC(=O)N1CCC2(CCN(C2)CC2=CC(=CC(=C2)C(F)(F)F)Cl)CC1 2-(3-chloro-5-(trifluoromethyl)benzyl)-2,8-diazaspiro[4.5]decane-8-carboxylic acid 5-carbamoylpyridin-3-yl ester